C(C)C1=CC=C(C=C1)N1N=CC(=C1)C=1C=C2C(=CN(C2=CC1)S(=O)(=O)CCC(F)(F)F)NS(=O)(=O)CCC(F)(F)F N-(5-(1-(4-ethylphenyl)-1H-pyrazol-4-yl)-1-((3,3,3-trifluoropropyl)sulfonyl)-1H-indol-3-yl)-3,3,3-trifluoropropane-1-sulfonamide